4-(1-(3,5-Difluoro-6-methoxypyridin-2-yl)-4-methoxypiperidine-4-carbonyl)-2,3,4,5-tetrahydropyrido[3,4-f][1,4]oxazepine-9-Carbonitrile FC=1C(=NC(=C(C1)F)OC)N1CCC(CC1)(C(=O)N1CCOC2=C(C1)C=NC=C2C#N)OC